O1COC2=C1C=CC(=C2)CN2C(C1=CC=C(C=C1C=N2)S(=O)(=O)C2=CC=CC=C2)=O 2-(benzo[d][1,3]dioxol-5-ylmethyl)-6-(phenylsulfonyl)phthalazin-1(2H)-one